C1(CC1)COC=1C=C(/C=C/C2=CC(=NC=C2)NC(C)=O)C=CC1OC(F)F (E)-N-(4-(3-(cyclopropylmethoxy)-4-(difluoromethoxy)styryl)pyridin-2-yl)acetamide